5-chloro-N-((1r,3r)-3-(4-cyano-3,5-dimethylphenoxy)-2,2,4,4-tetramethylcyclobutyl)pyrazine-2-carboxamide ClC=1N=CC(=NC1)C(=O)NC1C(C(C1(C)C)OC1=CC(=C(C(=C1)C)C#N)C)(C)C